C(C)(C)(C)OC(=O)N[C@H](C(=O)O)CC1CCCCC1 (2S)-2-(tert-butoxycarbonylamino)-3-cyclohexylpropionic acid